COC1=CC2=C(C=N1)N(C(=N2)CC#N)C 2-(6-methoxy-3-methyl-3H-imidazo[4,5-c]pyridin-2-yl)acetonitrile